(2E)-N-[4-[(3-chloro-4-fluorophenyl)amino]-3-cyano-7-ethoxy-6-quinolinyl]-4-(dimethylamino)-2-butenamide ClC=1C=C(C=CC1F)NC1=C(C=NC2=CC(=C(C=C12)NC(\C=C\CN(C)C)=O)OCC)C#N